2-(4-chloro-3-fluorophenoxy)-N-[(3S,6R)-6-[6-(difluoromethoxy)-1,3-benzoxazol-2-yl]piperidin-3-yl]acetamide ClC1=C(C=C(OCC(=O)N[C@@H]2CN[C@H](CC2)C=2OC3=C(N2)C=CC(=C3)OC(F)F)C=C1)F